oxindole compound with phosphonate P(O)(O)=O.N1C(CC2=CC=CC=C12)=O